N-(1-benzylpiperidin-4-yl)-N-(3-fluorophenyl)-2-furoamide C(C1=CC=CC=C1)N1CCC(CC1)N(C(=O)C=1OC=CC1)C1=CC(=CC=C1)F